C(=C)OC(C(C)(C)C)C 1-methyl-2,2-dimethylpropyl vinyl ether